FC(C1=CC=C(C=C1)C(C=CC1=C(C(=C(C(=C1OC)C)C(=O)OC(C)(C)C)C)OC)=O)(F)F 1-[4-trifluoromethylphenyl]-3-[3,5-dimethyl-4-tert-butoxycarbonyl-dimethoxyphenyl]prop-2-en-1-one